C(CC(C)C)[N+](CCOC(C1=CC=C(C=C1)C=C)=O)(CCOC(C1=CC=C(C=C1)C=C)=O)CCOC(C1=CC=C(C=C1)C=C)=O isopentyl(tris(2-(4-vinylbenzoyloxy)ethyl))ammonium